COC1=CC=C(CN(C2=NC(=C(C(=N2)OC)CCCO)OC)CC2=CC=C(C=C2)OC)C=C1 3-{2-[bis-(4-methoxy-benzyl)-amino]-4,6-dimethoxypyrimidin-5-yl}-propan-1-ol